O-(3-amino-5,6,7,8-tetrahydronaphthalen-2-yl)-N-(tert-butoxycarbonyl)-L-serine methyl ester COC([C@@H](NC(=O)OC(C)(C)C)COC1=CC=2CCCCC2C=C1N)=O